ClC1=CC(=C(C=C1)C#CC1=C(N)C=CC(=C1)C)C(=C)OC 2-((4-chloro-2-(1-methoxyvinyl)phenyl)ethynyl)-4-methylaniline